COC1=CC=C(C=C1)C1=NOC(=N1)N1CCC(CC1)C(=O)NCC1CN(CC1)CC1=CC=NC=C1 1-(3-(4-Methoxyphenyl)-1,2,4-oxadiazol-5-yl)-N-((1-(pyridin-4-ylmethyl)pyrrolidin-3-yl)methyl)piperidine-4-carboxamide